CNC(=O)NC=1C=NN2C1N=C(C=C2NC)NC2=CC(=CC=1OCCOC12)C 1-methyl-3-(5-((7-methyl-2,3-dihydrobenzo[b][1,4]dioxin-5-yl)amino)-7-(methylamino)pyrazolo[1,5-a]pyrimidin-3-yl)urea